(S)-2-((5-Amino-6-fluoro-1H-pyrrolo[3,2-b]pyridin-2-yl)methyl)-5-fluoro-1'-((3-fluoropyridin-2-yl)methyl)spiro[isoindoline-1,3'-pyrrolidine]-2',3-dione NC1=C(C=C2C(=N1)C=C(N2)CN2C(C1=CC(=CC=C1[C@@]21C(N(CC1)CC1=NC=CC=C1F)=O)F)=O)F